tert-butyl 4-[1-(6-amino-3-chloro-pyridazin-4-yl)-3-methyl-pyrazol-4-yl]piperazine-1-carboxylate NC1=CC(=C(N=N1)Cl)N1N=C(C(=C1)N1CCN(CC1)C(=O)OC(C)(C)C)C